FC(CN1C(=NC=2C1=NC(=CC2)C=2C=CN1N=C(N=C(C12)N)N[C@@H]1[C@@H](CN(CC1)C1COC1)F)C)F 5-(3-(2,2-Difluoroethyl)-2-methyl-3H-imidazo[4,5-b]pyridin-5-yl)-N2-((3R,4S)-3-fluoro-1-(oxetan-3-yl)piperidin-4-yl)pyrrolo[2,1-f][1,2,4]triazine-2,4-diamine